2,2-dimethylvalerate CC(C(=O)[O-])(CCC)C